FC=1C=C(/C=C/C(=O)O)C=CC1F trans-3,4-difluorocinnamic acid